(R)-6-(5-methylpyrazin-2-yl)chroman-3-amine CC=1N=CC(=NC1)C=1C=C2C[C@H](COC2=CC1)N